C2-sulfamoyl-7,8-dihydro-4H-pyrazolo[1,5-a][1,4]diazepine-5(6H)-carboxylic acid benzyl ester C(C1=CC=CC=C1)OC(=O)N1CC=2N(CCC1)N=C(C2)S(N)(=O)=O